N(=C=O)[C@H](C)N(C(OCC1C2=CC=CC=C2C=2C=CC=CC12)=O)C (9H-fluoren-9-yl)methyl (S)-(1-isocyanatoethyl)(methyl)carbamate